2-(5-((Z)-((1s,4r,5r)-4-fluoro-1,7-dimethyl-9-azabicyclo[3.3.1]non-3-ylidene)methyl)pyrazin-2-yl)-5-(1H-imidazol-1-yl)phenol F[C@@H]1\C(\C[C@@]2(CC(C[C@H]1N2)C)C)=C/C=2N=CC(=NC2)C2=C(C=C(C=C2)N2C=NC=C2)O